(3R,6S)-1-(2-chloro-4-fluorobenzoyl)-6-methylpiperidine-3-carboxylic acid ClC1=C(C(=O)N2C[C@@H](CC[C@@H]2C)C(=O)O)C=CC(=C1)F